bromo-4-methoxy-6-nitroaniline BrNC1=CC=C(C=C1[N+](=O)[O-])OC